(4-(methyloxycarbonyl)cyclohex-1-ene-1-yl)boronic acid COC(=O)C1CC=C(CC1)B(O)O